2-(2,3-dihexylcyclopropyl)acetaldehyde C(CCCCC)C1C(C1CCCCCC)CC=O